BrC1=CC(=CC=C1)CC=CC 1-bromo-3-(2-buten-1-yl)benzene